tert-butyl (S)-6-(2-(2-cyclopropylphenyl)pyrrolidin-1-yl)-2-azaspiro[3.3]heptane-2-carboxylate C1(CC1)C1=C(C=CC=C1)[C@H]1N(CCC1)C1CC2(CN(C2)C(=O)OC(C)(C)C)C1